N,N-Diallyl-2,2-dichloroacetamid C(C=C)N(C(C(Cl)Cl)=O)CC=C